[Cl-].C(CCCCCCCCC)CC=1NC(=C(N1)C)C decyl-trimethyl-imidazole chloride salt